6-(1-(8-Fluoro-6-(1-methyl-1H-pyrazol-4-yl)-[1,2,4]triazolo[4,3-a]pyridin-3-yl)ethyl)-3-(2-methoxyethoxy)-1,6-naphthyridin-5(6H)-one FC=1C=2N(C=C(C1)C=1C=NN(C1)C)C(=NN2)C(C)N2C(C=1C=C(C=NC1C=C2)OCCOC)=O